O=C(CC[C@H]1NC(OC1)=O)N1CC(C1)C=1C=NC(=CC1)C1CC2(C1)CCC2 (4R)-4-[3-Oxo-3-[3-(6-spiro[3.3]heptan-2-yl-3-pyridyl)azetidin-1-yl]propyl]oxazolidin-2-one